C(#N)C=1C=NN2C1C(=CC(=C2)C=2C=NN(C2C)C2CCC(N(C2)C(=O)OC(C)(C)C)(C)C)SC2=C(C=C(C=C2)F)C#N tert-butyl 5-[4-[3-cyano-4-(2-cyano-4-fluoro-phenyl)sulfanyl-pyrazolo[1,5-a]pyridin-6-yl]-5-methylpyrazol-1-yl]-2,2-dimethyl-piperidine-1-carboxylate